N[C@@H](C(C)C)C(=O)O[C@@H]1[C@H](O[C@]([C@@H]1O)(C1=CC=C2C(=NC=NN21)NC(C(CC)CC)=O)C#N)COC(CC2CCCCCC2)=O (2R,3S,4R,5R)-5-cyano-2-((2-cycloheptylacetoxy)methyl)-5-(4-(2-ethylbutanamido)pyrrolo[2,1-f][1,2,4]triazin-7-yl)-4-hydroxytetrahydrofuran-3-yl L-valinate